FC(OC=1C=NC=2N(C1)N=CC2C(=O)NC=2C(=CC1=C(CC(O1)(C)C)C2)N2CCOCC2)F 6-(difluoromethoxy)-N-(2,2-dimethyl-6-morpholino-2,3-dihydrobenzofuran-5-yl)pyrazolo[1,5-a]pyrimidine-3-carboxamide